BrC1=C(C=C(C=C1C(=O)OC)B(O)O)F (4-bromo-3-fluoro-5-methoxycarbonyl-phenyl)boronic acid